3-Phenylpropyl (E)-3-(2,4-dihydroxyphenyl)acrylate OC1=C(C=CC(=C1)O)/C=C/C(=O)OCCCC1=CC=CC=C1